N1C(C2(C3=CC=CC=C13)CCCCC2)=O spiro[cyclohexane-1,3'-indol]-2'-one